[Li].BrC1=C(C(=C(OC(C)OC2=C(C(=C(C=C2)Br)Br)Br)C=C1)Br)Br bis-(tribromophenoxy)ethane lithium